aziridinium propionate C(CC)(=O)[O-].[NH2+]1CC1